7-(1-(2-hydroxy-2-methylpropyl)-1H-pyrazol-4-yl)-8-(imidazo[1,5-a]pyridin-7-yl)-1-isopropyl-3-methyl-3,6-dihydroimidazo[4,5-d]pyrrolo[2,3-b]pyridin-2(1H)-one OC(CN1N=CC(=C1)C1=C(C=2C(=NC=C3C2N(C(N3C)=O)C(C)C)N1)C1=CC=3N(C=C1)C=NC3)(C)C